FC=1C=NC=CC1NC(C)=O N-(3-Fluoropyridin-4-yl)Acetamide